FC(CN(C(=O)OC(C)(C)C)C(=O)OC(C)(C)C)(CCCO)F di-tert-butyl (2,2-difluoro-5-hydroxypentyl)-2-imidodicarbonate